OC(COC(CC)=O)CO.C(CC)OC(C(CO)O)=O 2,3-dihydroxypropionic acid propyl ester 2,3-dihydroxypropyl-propionate